S(C#N)CCC[Si](OCC)(OCC)OCC 3-Thiocyanopropyl-triethoxysilane